Nα-Benzoyl-D,L-arginine 4-nitroanilide hydrochloride Cl.[N+](=O)([O-])C1=CC=C(NC([C@@H](NC(C2=CC=CC=C2)=O)CCCNC(N)=N)=O)C=C1 |r|